BrC1=CC=C(C=C1)[C@@H](CC1=CC(CC(C1)(C)C)=O)[C@H](C1=CC=CC=C1)[N+](=O)[O-] 3-((2R,3R)-2-(4-bromophenyl)-3-nitro-3-phenylpropyl)-5,5-dimethylcyclohex-2-en-1-one